tris(diphenylmethanopropanone) dipalladium [Pd].[Pd].C1(=CC=CC=C1)C1(C(C1C)=O)C1=CC=CC=C1.C1(=CC=CC=C1)C1(C(C1C)=O)C1=CC=CC=C1.C1(=CC=CC=C1)C1(C(C1C)=O)C1=CC=CC=C1